3-propylhexyl 8-[(3-aminopropyl)[8-oxo-8-(undecan-6-yloxy)octyl]amino]octanoate NCCCN(CCCCCCCC(=O)OCCC(CCC)CCC)CCCCCCCC(OC(CCCCC)CCCCC)=O